C(CC)C=1C=CC(NC1)=O 5-propylpyridin-2(1H)-one